FC(OC1=C(C=C(C=C1)C=CS(=O)(=O)C)OCC)F 1-(difluoromethoxy)-2-ethoxy-4-(2-(methylsulfonyl)ethenyl)benzene